Rac-6-[(tert-butyldiphenylsilyl)oxy]-4-{4-chloro-6-[(1S)-1-[(2S,4R)-4-fluoro-1-methylpyrrolidin-2-yl]ethoxy]-1,3,5-triazin-2-yl}-6-methyl-1,4-oxazepane [Si](C1=CC=CC=C1)(C1=CC=CC=C1)(C(C)(C)C)O[C@@]1(CN(CCOC1)C1=NC(=NC(=N1)Cl)O[C@@H](C)[C@H]1N(C[C@@H](C1)F)C)C |&1:18|